[La].[Ba] barium-lanthanum